6-[(E)-[(Z)-[3-(2-isopropylphenyl)thiazolidine-2-ylidene]hydrazono]methyl]-1-methyl-N-[4-(trifluoromethoxy)phenyl]indazole-3-carboxamidine C(C)(C)C1=C(C=CC=C1)N1/C(/SCC1)=N/N=C/C1=CC=C2C(=NN(C2=C1)C)C(=N)NC1=CC=C(C=C1)OC(F)(F)F